CC1=C(C(=C(C1([Hf]C=1CC=2C=C3C(=CC2C1CC1=CC=CC=C1)C=CC=C3)C)C)C)C Pentamethylcyclopentadienyl-(1-benzyl-benzo[f]indenyl)hafnium